C(=C\C1=CC=C(C=C1S(=O)(=O)[O-])NS(=O)(=O)C1=CC=C(C=C1)[N+](=O)[O-])/C1=CC=C(C=C1S(=O)(=O)[O-])NS(=O)(=O)C1=CC=C(C=C1)[N+](=O)[O-].[Na+].[Na+] sodium (E)-6,6'-(ethene-1,2-diyl)bis(3-((4-nitrophenyl)sulfon amido)benzene-sulfonate)